OC1CC2C(C2C1)N(CCCCCCCC(=O)N(CCCCCCCCCC)CCCCCCCCCC)CCCCCCCC(=O)N(CCCCCCCCCC)CCCCCCCCCC 8,8'-((3-hydroxy-bicyclo[3.1.0]hexan-6-yl)azanediyl)bis-(N,N-didecyloctan-amide)